CC=1C(=CC2=C(N(C(N2)=O)[C@H]2CN(CCC2)CC=2C=NC=CC2)C1)C=1C=C(C=2N(C1)N=CN2)C (R)-6-methyl-5-(8-methyl-[1,2,4]triazolo[1,5-a]pyridin-6-yl)-1-(1-(pyridin-3-ylmethyl)piperidin-3-yl)-1,3-dihydro-2H-benzo[d]imidazol-2-one